(1R,3R)-3-methyl-8-azaspiro[4.5]decan-1-amine dihydrochloride Cl.Cl.C[C@H]1C[C@H](C2(C1)CCNCC2)N